C(C)(C)[Si](C#CC1=CC=CC2=CC=CC(=C12)B1OC(C(O1)(C)C)(C)C)(C(C)C)C(C)C Triisopropyl-[2-[8-(4,4,5,5-tetramethyl-1,3,2-dioxaborolan-2-yl)-1-naphthyl]ethynyl]silane